(S)-3-amino-2-(4-(hydroxymethyl)-phenyl)-N-(thieno[2,3-c]pyridin-2-yl)-propionamide NC[C@@H](C(=O)NC1=CC=2C(=CN=CC2)S1)C1=CC=C(C=C1)CO